NC1=NC=CC=C1C1=NC=2C(=NC(=CC2)C2=CC=CC=C2)N1C1=CC=C(CNC=2C=CC(=NC2)C#N)C=C1 5-((4-(2-(2-aminopyridin-3-yl)-5-phenyl-3H-imidazo[4,5-b]pyridin-3-yl)benzyl)amino)picolinonitrile